C(C)OC([C@H](NCC1=C(C=C(C(=C1)Cl)OCC=1C(=C(C=CC1)C1=CC(=CC=C1)OCCCN1CCS(CC1)(=O)=O)F)OCC1=CC=2C(=NON2)C=C1)CO)=O (2-(benzo[c][1,2,5]oxadiazol-5-ylmethoxy)-5-chloro-4-((2-fluoro-3'-(3-(1,1-dioxothiomorpholino)propoxy)-[1,1'-biphenyl]-3-yl)methoxy)benzyl)-D-serine ethyl ester